FC1=C(OC2=NC(=C3N=CNC3=N2)NC2CCOCC2)C=CC(=C1F)OC 2-(2,3-difluoro-4-methoxyphenoxy)-N-(tetrahydro-2H-pyran-4-yl)-9H-purin-6-amine